C(C)OC(=O)[C@H]1C(C[C@H](CC1)C)=O |o1:5,8| rel-(1R,4S)-4-methyl-2-oxocyclohexane-1-carboxylic acid ethyl ester